(R)-N-((R)-1-(2-(benzofuran-3-yl)-3,6-dimethyl-4-oxo-3,4-dihydroquinazolin-8-yl)ethyl)-2-methylpropane-2-sulfinamide O1C=C(C2=C1C=CC=C2)C2=NC1=C(C=C(C=C1C(N2C)=O)C)[C@@H](C)N[S@](=O)C(C)(C)C